FC(C=1C(=C2N(C(C1)=O)C(CS2(=O)=O)C(=O)OC)C2=CC(=CC=C2)C(F)(F)F)(C2=CC=CC1=CC=CC=C21)F methyl 7-(difluoro(naphthalen-1-yl)methyl)-5-oxo-8-(3-(trifluoromethyl)phenyl)-2,3-dihydro-5H-thiazolo[3,2-a]pyridine-3-carboxylate 1,1-dioxide